4-(4-vinylbenzyl-methoxy)quinoline-2-carbaldehyde C(=C)C1=CC=C(CCOC2=CC(=NC3=CC=CC=C23)C=O)C=C1